N[C@H](C(=O)NC(C(=O)[O-])CC1=CC=C(C=C1)F)CC1=CC(=CC(=C1)SCCCl)SCCCl 2-[[(2S)-2-amino-3-[3,5-bis(2-chloroethylsulfanyl)phenyl]propanoyl]amino]-3-(4-fluorophenyl)propanoate